C(C1=CC=CC=C1)OC(=O)N1[C@H]([C@H](CCC1)C(=O)O)C(=O)N1[C@@H](C[C@H](C1)CC1=CC=C(C=C1)C)C(NCC=1C=C2C=CN(C2=CC1)C)=O (2R,3S)-1-benzyloxycarbonyl-2-[(2S,4R)-2-[(1-methylindole-5-yl)methylcarbamoyl]-4-(p-tolylmethyl)pyrrolidine-1-carbonyl]piperidine-3-carboxylic acid